[Fe].[Cu] COPPER-IRON